2-(Thiazol-4-yl)phenol S1C=NC(=C1)C1=C(C=CC=C1)O